pyrrolo[1,2-c]oxazol-5(1H)-one C1C=2N(CO1)C(CC2)=O